FC=1C=C(CO[C@@H]2C[C@H](C2)C(=O)NCC2=C(C(=C(C=C2)C(F)(F)F)C=2NC(C=C(N2)C(F)(F)F)=O)F)C=C(C1)F trans-3-[(3,5-difluorobenzyl)oxy]-N-{2-fluoro-3-[6-oxo-4-(trifluoromethyl)-1,6-dihydropyrimidine-2-yl]-4-(trifluoromethyl)benzyl}cyclobutane-1-carboxamide